3-(benzyloxymethyl)-1-[(2R,3R,4S,5S)-5-[[bis(4-methoxyphenyl)-phenyl-methoxy]-methyl]-3,4-dihydroxy-5-(triisopropylsilyloxymethyl)tetrahydrofuran-2-yl]-5-methyl-pyrimidine-2,4-dione C(C1=CC=CC=C1)OCN1C(N(C=C(C1=O)C)[C@@H]1O[C@]([C@H]([C@H]1O)O)(CO[Si](C(C)C)(C(C)C)C(C)C)COC(C1=CC=CC=C1)(C1=CC=C(C=C1)OC)C1=CC=C(C=C1)OC)=O